C(CCCCCCC\C=C/C\C=C/CCCCC)(=O)O cis,cis-Linoleic acid